tert-butyl (2-(5-acetylthiophen-2-yl)ethyl)carbamate C(C)(=O)C1=CC=C(S1)CCNC(OC(C)(C)C)=O